(R)-6-fluoro-5-(1-(2-fluorophenyl)ethyl)-3-((3-methoxybenzyl)amino)-4H-benzo[e][1,2,4]thiadiazine 1,1-dioxide FC=1C=CC2=C(NC(=NS2(=O)=O)NCC2=CC(=CC=C2)OC)C1[C@H](C)C1=C(C=CC=C1)F